N-[[4-(4-amino-1-cyclopentyl-pyrazolo[3,4-d]pyrimidin-3-yl)phenyl]methyl]quinoline-8-carboxamide tert-butyl-4-(2,3,4-trichloro-6-methoxyphenyl)-1,2,3,6-tetrahydropyridine-1-carboxylate C(C)(C)(C)OC(=O)N1CCC(=CC1)C1=C(C(=C(C=C1OC)Cl)Cl)Cl.NC1=C2C(=NC=N1)N(N=C2C2=CC=C(C=C2)CNC(=O)C=2C=CC=C1C=CC=NC21)C2CCCC2